lead cesium tri-iodide [I-].[I-].[I-].[Cs+].[Pb+2]